(2R)-3-(((2,3-bis((3-(benzylamino)propanoyl)oxy)propoxy)(hydroxy)phosphoryl)oxy)propane-1,2-diyl ditetradecanoate dihydrochloride Cl.Cl.C(CCCCCCCCCCCCC)(=O)OC[C@H](COP(=O)(O)OCC(COC(CCNCC1=CC=CC=C1)=O)OC(CCNCC1=CC=CC=C1)=O)OC(CCCCCCCCCCCCC)=O